((S)-2-cyclopropyl-2-(3-(((1r,4S)-4-(5-methoxy-2-(trifluoromethyl)phenyl)cyclohexyl)methoxy)phenyl)ethyl)(methyl)phosphinic acid C1(CC1)[C@H](CP(O)(=O)C)C1=CC(=CC=C1)OCC1CCC(CC1)C1=C(C=CC(=C1)OC)C(F)(F)F